{[4-(3-Chlorophenyl)pyridine-2-carbonyl]amino}-acetic acid ClC=1C=C(C=CC1)C1=CC(=NC=C1)C(=O)NCC(=O)O